piperidine-4-carboxylic acid (2-diethylamino-ethyl)-amide C(C)N(CCNC(=O)C1CCNCC1)CC